C(C)(C)(C)OC(=O)OC(=O)OC(C)(C)C.C[C@H]1CC[C@@H](N(C1)C(=O)OC(C)(C)C)C1=CC=C2C=CC=NC2=C1 (2R,5S)-tert-butyl 5-methyl-2-(quinolin-7-yl)piperidine-1-carboxylate Di-tert-butyl-dicarbonate